CCCCC/C=C\\[C@@H](/C=C\\C/C=C\\C/C=C\\CCCC(=O)[O-])O The molecule is a 13-HETE anion that is the conjugate base of 13(S)-HETE, obtained by deprotonation of the carboxy group; major species at pH 7.3. It is a conjugate base of a 13(S)-HETE.